4-((3-hydroxy-2-(morpholine-4-carbonyl)pyridin-4-yl)amino)cyclobut-3-ene-1,2-dione OC=1C(=NC=CC1NC1=CC(C1=O)=O)C(=O)N1CCOCC1